C(C1=CC=CC=C1)OC1=CC(=CC=2CCOC21)Br 7-(benzyloxy)-5-bromo-2,3-dihydrobenzofuran